(3R)-4-{5-fluoro-2-[1-fluoro-3-methyl-6-(1-{4-methyl-1-[(3S)-morpholin-3-yl]pentan-3-yl}azetidin-3-yl)imidazo[1,5-a]pyridin-8-yl]benzoyl}-3-methylmorpholin FC=1C=CC(=C(C(=O)N2[C@@H](COCC2)C)C1)C=1C=2N(C=C(C1)C1CN(C1)C(CC[C@@H]1NCCOC1)C(C)C)C(=NC2F)C